ClC1=CC=C(C=C1)C=1C=2C=CC=3N(C2N=C(C1)C1(CCC1)F)C=C(N3)C=3OC=NN3 2-(4-(4-chlorophenyl)-2-(1-fluorocyclobutyl)imidazo[1,2-a][1,8]naphthyridin-8-yl)-1,3,4-oxadiazole